tert-Butyl 2-(((1r,4r)-4-((4-chlorophenylcarbamoyloxy)methyl)cyclohexyl)methoxy)acetate ClC1=CC=C(C=C1)NC(=O)OCC1CCC(CC1)COCC(=O)OC(C)(C)C